C12C(C3CC(CC(C1)C3)C2)NC(CN2C(C(=CC=C2)NC([C@H](CCC(C(=O)NC)=O)NC(=O)C2=NN(C=C2)C)=O)=O)=O (S)-N1-(1-(2-(2-adamantylamino)-2-oxoethyl)-2-oxo-1,2-dihydropyridin-3-yl)-N6-methyl-2-(1-methyl-1H-pyrazole-3-carboxamido)-5-oxohexanediamide